1-isopropyl-3-methyl-1H-pyrrolo[2,3-b]pyridine-5-carboxylic acid C(C)(C)N1C=C(C=2C1=NC=C(C2)C(=O)O)C